NC=1C2=C(N=C(N1)[2H])C=CC(=N2)C=2C=C(C=CC2OC(F)(F)F)C#C[C@]2(C(N(CC2)C)=O)O (R)-3-((3-(4-aminopyrido[3,2-d]pyrimidin-6-yl-2-d)-4-(trifluoromethoxy)phenyl)ethynyl)-3-hydroxy-1-methylpyrrolidin-2-one